2-Hexyl-1,1,3,3-tetramethylguanidin C(CCCCC)N=C(N(C)C)N(C)C